OC(CN1CN=C2N(CNC=C12)C)CN(C)CCO 7-(2-hydroxy-3-((2-hydroxyethyl)(methyl)amino)propyl)-3-methyl-1H-purine